FC1=CC(=C(C=C1)N1CN(C(C2=CC=C(C=C12)C(F)(F)F)=O)C1=C(NC(C=C1)=O)OC)C 1-(4-fluoro-2-methylphenyl)-3-(2-methoxy-6-oxo-1,6-dihydropyridin-3-yl)-7-(trifluoromethyl)-2,3-dihydroquinazolin-4(1H)-one